Ammonium phosphonat P([O-])([O-])=O.[NH4+].[NH4+]